FC1([C@H]2[C@@H](N(C1)C(=O)OC(C)(C)C)CCN2CC(=O)NS(=O)(=O)C)F tert-butyl (cis)-3,3-difluoro-4-(2-(methylsulfonamido)-2-oxoethyl)hexahydropyrrolo[3,2-b]pyrrole-1(2H)-carboxylate